N-[(4S,5S)-7-ethyl-4-(4-fluorophenyl)-3-methyl-6-oxo-1-phenyl-1H,4H,5H,6H,7H-pyrazolo[3,4-b]pyridin-5-yl]benzamide C(C)N1C2=C([C@@H]([C@@H](C1=O)NC(C1=CC=CC=C1)=O)C1=CC=C(C=C1)F)C(=NN2C2=CC=CC=C2)C